ClC=1C=CC(=C(C1)NC(=O)N1CCC(CC1)N1CC(C1)(N1N=CC(=C1)C=1C2=C(N=CN1)NC=C2)CC#N)C N-(5-chloro-2-methylphenyl)-4-{3-(cyanomethyl)-3-[4-(7H-pyrrolo[2,3-d]pyrimidin-4-yl)-1H-pyrazol-1-yl]azetidin-1-yl}piperidine-1-carboxamide